1-((3-((1R,5S,6R)-3-(3-fluorophenyl)-3-azabicyclo[3.1.0]hex-6-yl)-1,2,4-oxadiazol-5-yl)methyl)-7-methyl-1,7-dihydro-6H-purin-6-one-8-d FC=1C=C(C=CC1)N1C[C@H]2C([C@H]2C1)C1=NOC(=N1)CN1C=NC=2N=C(N(C2C1=O)C)[2H]